CC1=NC(=CC=C1B(O)O)C 2,6-dimethylpyridin-3-ylboronic acid